C(C1=CC=CC=C1)OC1=C(C(=CC(=C1)O)O)C(=O)N1CC2=C(C=CC=C2CC1)NC1=CN=NC=C1 (2-(Benzyloxy)-4,6-dihydroxyphenyl)(8-(pyridazin-4-ylamino)-3,4-dihydroisoquinolin-2(1H)-yl)methanone